COC1=CC=C(C=C1)CN1C2=C([C@](C=3C=C(C=NC13)CC(F)(F)F)(C1=CC=CC=C1)C)C(CC(C2)(C)C)=O (5S)-10-[(4-methoxyphenyl)methyl]-5,8,8-trimethyl-5-phenyl-3-(2,2,2-trifluoroethyl)-7,9-dihydrobenzo[b][1,8]naphthyridin-6-one